1-(oxiran-2-yl)ethane-1,2-diol O1C(C1)C(CO)O